[Si](C)(C)(C(C)(C)C)OC1CN(C1)C1=CC=C(C(=N1)N)[N+](=O)[O-] 6-{3-[(tert-butyldimethylsilyl)oxy]azetidin-1-yl}-3-nitropyridin-2-amine